2-[1-(2-hydroxy-3,5-di-tert-amylphenyl) ethyl]-4,6-di-tert-amylphenyl methacrylate C(C(=C)C)(=O)OC1=C(C=C(C=C1C(C)(C)CC)C(C)(C)CC)C(C)C1=C(C(=CC(=C1)C(C)(C)CC)C(C)(C)CC)O